5,7-dimethoxy-3-(3-((1-((4-nitrophenyl)sulfonyl)-1H-benzimidazol-2-yl)thio)propyloxy)-2-(3,4,5-trimethoxyphenyl)-4H-chromen-4-one COC1=C2C(C(=C(OC2=CC(=C1)OC)C1=CC(=C(C(=C1)OC)OC)OC)OCCCSC1=NC2=C(N1S(=O)(=O)C1=CC=C(C=C1)[N+](=O)[O-])C=CC=C2)=O